C(C)(C)(C)OC(=O)N1[C@@H](CC(C1)(F)F)C(N)=O.BrC(C(F)(F)F)(F)Br Dibromotetrafluoroethane tert-butyl-(S)-2-carbamoyl-4,4-difluoropyrrolidine-1-carboxylate